6-(4-formyl-5-methyl-1H-1,2,3-triazol-1-yl)-4-methylnicotinonitrile C(=O)C=1N=NN(C1C)C1=NC=C(C#N)C(=C1)C